3-{[(5Z)-2-[18F]fluorotetradeca-5-en-1-yl]sulfanyl}propanoic acid [18F]C(CSCCC(=O)O)CC\C=C/CCCCCCCC